FC=1C(=C(C=C(C1)F)C1C2=C(NC(=C1C(=O)OC)CF)COC2=O)C(F)(F)F methyl 4-(3,5-difluoro-2-(trifluoromethyl) phenyl)-2-(fluoromethyl)-5-oxo-1,4,5,7-tetrahydrofuro[3,4-b]pyridine-3-carboxylate